Methyl 2-allyl-3-methyl-1-oxo-2,3-dihydro-1H-benzo[e]indole-2-carboxylate C(C=C)C1(N(C=2C=CC3=C(C2C1=O)C=CC=C3)C)C(=O)OC